NC1=C(C=C(C(=C1)Cl)S(=O)(=O)[15NH2])S(=O)(=O)[15NH2] 4-amino-6-chloro-1,3-benzenedisulfonamide-15N2